IC=1C=C2C(CCNC2=CC1)(C)C 6-Iodo-4,4-dimethyl-1,2,3,4-tetrahydroquinoline